4,5-bis-(2-methoxyethoxy)-2-nitrobenzonitrile COCCOC1=CC(=C(C#N)C=C1OCCOC)[N+](=O)[O-]